COC(C1=C(C=CC(=C1)[C@@H](CO)N1C(N[C@](C1=O)(CC(C)(C)C)C1=C(C=C(C=C1)Br)F)=NC(=O)OCC1=CC=CC=C1)Cl)=O 5-((S)-1-((R)-2-(((benzyloxy)carbonyl)imino)-4-(4-bromo-2-fluorophenyl)-4-neopentyl-5-oxoimidazolidin-1-yl)-2-hydroxyethyl)-2-chlorobenzoic acid methyl ester